C(C(C)N)N 1,2-Propandiamin